methyl-spiro[cyclobutane-1,2'-pyrido[2,1-f][1,2,4]triazine]-4',8'(1'H,3'H)-dione hydrochloride Cl.CN1N2C(C(NC13CCC3)=O)=CC=CC2=O